C(C)(C)(C)OC(N(CC(N1CCNCC1)=O)C)=O.COC=1C=C(C=CC1OC)C=1NC2=CC=C(C=C2C1C(C)C)C=1C=C(C=CC1)C1=CC(=CC=C1)CN1CCOCC1 4-((3'-(2-(3,4-dimethoxyphenyl)-3-isopropyl-1H-indol-5-yl)-[1,1'-biphenyl]-3-yl)methyl)morpholine tert-butyl-methyl(2-oxo-2-(piperazin-1-yl)ethyl)carbamate